(4-[2-(2-amino-4,7-dihydro-4-oxo-3H-pyrrolo[2,3-d]pyrimidin-5-yl)ethyl]benzoyl)-L-glutamic acid disodium salt [Na+].[Na+].NC=1NC(C2=C(N1)NC=C2CCC2=CC=C(C(=O)N[C@@H](CCC(=O)[O-])C(=O)[O-])C=C2)=O